1-((3aR,5s,6aS)-5-((5-(cinnolin-6-yl)-7H-pyrrolo[2,3-d]pyrimidin-2-yl)amino)hexahydrocyclopenta[c]pyrrol-2(1H)-yl)ethan-1-one N1=NC=CC2=CC(=CC=C12)C1=CNC=2N=C(N=CC21)NC2C[C@@H]1[C@@H](CN(C1)C(C)=O)C2